CNC1=C(C(=O)O)C=CC=C1.C(=CC1=CC=CC=C1)C1=C(N)C=CC=C1 2-styryl-aniline Methylaminobenzoate